NC1C(CCC1)N1C=C(C=C1)C(=O)OC Methyl 1-(2-aminocyclopentyl)-1H-pyrrole-3-carboxylate